(9aR)-octahydro-2H-quinolizin C1CCCN2CCCCC12